[3-Fluoro-4-(3-{[(3S)-9-fluoro-2-oxo-5-phenyl-1,3-dihydro-1,4-benzodiazepin-3-yl]carbamoyl}pyrazolo[1,5-a]pyrimidin-2-yl)phenyl]methyl (2S)-2-amino-4-methylpentanoate hydrochloride Cl.N[C@H](C(=O)OCC1=CC(=C(C=C1)C1=NN2C(N=CC=C2)=C1C(N[C@@H]1C(NC2=C(C(=N1)C1=CC=CC=C1)C=CC=C2F)=O)=O)F)CC(C)C